C1=CC=CC=2C3=CC=CC=C3C(C12)COC(=O)N[C@@H](C(=O)O)CCC(=O)OCC1=CC=CC=C1 (R)-2-((((9H-fluoren-9-yl)methoxy)carbonyl)amino)-5-(benzyloxy)-5-oxopentanoic acid